FC1=C(C(=O)O[C@H]2[C@@H](OC3=CC(=CC(=C3C2)O)O)C2=CC(=C(C(=C2)O)O)O)C(=C(C(=C1O)O)OC(C)C)F (2S,3R)-5,7-dihydroxy-2-(3,4,5-trihydroxyphenyl)chroman-3-yl 2,6-difluoro-3,4-dihydroxy-5-isopropoxybenzoate